ClC1=C(\C=N\OC(C(=O)OC)(C)C)C=C(C(=C1)F)N1C(N(C(=CC1=O)C(F)(F)F)C)=O methyl 2-{[(E)-{2-chloro-4-fluoro-5-[3-methyl-2,6-dioxo-4-(trifluoromethyl)-3,6-dihydropyrimidin-1(2H)-yl]benzylidene} amino]oxy}-2-methylpropanoate